N[C@@H]1C[C@H](CCC1)CNC1=NN(C(=C1)C1=CC(=C(C#N)C=C1)F)C1=CC=C(C=C1)N1CCS(CC1)(=O)=O 4-(3-((((1S,3S)-3-aminocyclohexyl)-methyl)amino)-1-(4-(1,1-dioxidothiomorpholino)-phenyl)-1H-pyrazol-5-yl)-2-fluorobenzonitrile